ClC=1C=NC=CC1C1=NNC2=NC(=CN=C21)N2CCC1(CCC[C@H]1N)CC2 (R)-8-(3-(3-chloro-pyridin-4-yl)-1H-pyrazolo[3,4-b]-pyrazin-6-yl)-8-azaspiro[4.5]decan-1-amine